FC(C(C)(C)N1N=CC(=C1)C(=O)NC1=C(C=C(C(=C1)C=1C=C(C=2N(C1)C=CN2)N2CCOCC2)C)F)F 1-(1,1-difluoro-2-methylpropan-2-yl)-N-(2-fluoro-4-methyl-5-(8-morpholinylimidazo[1,2-a]pyridin-6-yl)phenyl)-1H-pyrazole-4-carboxamide